N=1C=NC2=NC(N=C2C1)=O 8H-purin-8-one